NC(C(=O)O[C@@H](COC=1C(=C2C(=NC=NN2C1)OC=1[C@H](C2=CC(=NC2=CC1)C)F)C)C)C (S)-((R)-1-(4-(4-fluoro-2-methyl-4H-indol-5-yloxy)-5-methylpyrrolo[2,1-f][1,2,4]triazin-6-yloxy) propan-2-yl) 2-aminopropanoate